ClC=1C(NC(NC1)=O)=O 5-chloro-2,4-dioxo-3H-pyrimidin